BrC1=CC=C(C=C1)N1C(N(CCC1)CC(F)F)=O 1-(4-bromophenyl)-3-(2,2-difluoroethyl)tetrahydropyrimidin-2(1H)-one